C(CCC)C1(CS(C2=C(N(C1)C1=CC=CC=C1)C=C(C(=C2)O/C=C/C(=O)OCC)SCC)(=O)=O)CC ethyl (E)-3-((3-butyl-3-ethyl-7-(ethylthio)-1,1-dioxido-5-phenyl-2,3,4,5-tetrahydro-1,5-benzothiazepin-8-yl)oxy)acrylate